ClC=1C=C(C=CC1)CCC 3-chlorophenyl-propane